(S)-(4-(benzo[d]thiazol-2-yl)-7,8-dihydroimidazo[4,5-c]azepin-5(1H,4H,6H)-yl)(2-(2-(dimethylamino)ethyl)-4-(trifluoromethyl)oxazol-5-yl)methanone S1C(=NC2=C1C=CC=C2)[C@H]2N(CCCC1=C2N=CN1)C(=O)C1=C(N=C(O1)CCN(C)C)C(F)(F)F